C(CC)OC(C=CCC(=O)O)=O glutaconic acid monopropyl ester